(E)-4-amino-6-chloro-5-(2-ethoxyvinyl)nicotinic acid methyl ester COC(C1=CN=C(C(=C1N)\C=C\OCC)Cl)=O